BrC1=C2C=NN(C2=CC(=C1[C@@H]1[C@@H](C1)C=O)C)C1OCCCC1 |r| rac-(1R,2S)-2-(4-bromo-6-methyl-1-(tetrahydro-2H-pyran-2-yl)-1H-indazol-5-yl)cyclopropane-1-carbaldehyde